5-chloro-6-nitro-2,3-dihydro-1H-inden-1-ol ClC=1C=C2CCC(C2=CC1[N+](=O)[O-])O